N-(4-chlorophenyl)oxamide ClC1=CC=C(C=C1)NC(=O)C(=O)N